BrC=1C(=CC(=C(C1)CNC1CCN(CC1)C)[N+](=O)[O-])OC 1-(5-bromo-4-methoxy-2-nitrophenyl)-N-(1-methylpiperidin-4-yl)methylamine